FC=1C=2N(C=C(C1)NC(=O)C=1C=CC=C3C(=CN=NC13)C1CCN(CC1)C(=O)OC(C)(C)C)C=C(N2)C tert-Butyl 4-[8-([8-fluoro-2-methylimidazo[1,2-a]pyridin-6-yl]carbamoyl)cinnolin-4-yl]piperidine-1-carboxylate